butyl (-)-4-(2-chloroacetyl)-3-(hydroxymethyl)piperazine-1-carboxylate ClCC(=O)N1C(CN(CC1)C(=O)OCCCC)CO